C(CCCCCCCC)C1=CC=CC2=CC=CC=C12 monononyl-naphthalene